cis-3,4-bis(aminomethyl)pyrrolidin NC[C@@H]1CNC[C@@H]1CN